p-cresol-d3 C=1(C(=C(C(=CC1O)[2H])C)[2H])[2H]